C(C)(C)C1=C(C=C(C=C1)C)OC(=O)C1=C(N=NS1)CC1=CC=CC=C1 4-benzyl-1,2,3-thiadiazole-5-carboxylic acid 2-isopropyl-5-methylphenyl ester